ClC1=C(C=C(C=C1)[Mg]Br)CC1=CC=C(C=C1)O[C@@H]1COCC1 4-chloro-3-[4-[(3S)-tetrahydro-3-furanoxy]benzyl]phenylmagnesium bromide